2,4-bis(morpholinomethyl)naphthalene-1,3-diol O1CCN(CC1)CC1=C(C2=CC=CC=C2C(=C1O)CN1CCOCC1)O